C(C)(C)(C)OC(CCC1=C(C(=CC=C1)N1C(NC(CC1)=O)=O)C)=O tert-butyl-3-(3-(2,4-dioxotetrahydropyrimidin-1(2H)-yl)-2-methylphenyl)propanoate